5-[2-Isopropyl-4-methoxy-5-(1-methyl-1H-imidazol-2-yl)-phenoxy]-pyrimidine-2,4-diamine C(C)(C)C1=C(OC=2C(=NC(=NC2)N)N)C=C(C(=C1)OC)C=1N(C=CN1)C